tert-butyl 2'-oxo-1',2'-dihydrospiro[piperidine-4,4'-pyrido[2,3-d][1,3]oxazine]-1-carboxylate O=C1OC2(C3=C(N1)N=CC=C3)CCN(CC2)C(=O)OC(C)(C)C